C1(CCC1)C=1C(=NN(C1NC(=O)NC12CC(C1)(C2)C(F)F)C)C2CC(C2)(F)F 1-(4-cyclobutyl-3-(3,3-difluoro-cyclobutyl)-1-methyl-1H-pyrazol-5-yl)-3-(3-(difluorometh-yl)bicyclo[1.1.1]pentan-1-yl)urea